(1R,2R,3aS,10aR)-2-hydroxy-1-[(1E,3ξ)-3-hydroxy-3-(1-phenoxycyclobutyl)-1-propen-1-yl]-5-methyl-2,3,3a,9,10,10a-hexahydro-1H-benzo[b]cyclopenta[f]oxepin-6-carboxylic acid O[C@@H]1C[C@H]2[C@H](CCC3=C(O2)C(=C(C=C3)C(=O)O)C)[C@H]1\C=C\C(C1(CCC1)OC1=CC=CC=C1)O